4-(5-(1-(but-2-ynyl)pyrrolidin-2-yl)pyrrolo[1,2-c]pyrimidin-7-yl)-N-phenylbenzamide C(C#CC)N1C(CCC1)C=1C=C(N2C=NC=CC21)C2=CC=C(C(=O)NC1=CC=CC=C1)C=C2